1-(2-butoxyphenyl)oxy-2,4-pentanedione C(CCC)OC1=C(C=CC=C1)OCC(CC(C)=O)=O